[1-(1,3-dimethyl-1H-indazol-7-yl)-5-[3-(2,2-dimethylpropoxy)phenyl]-1H-pyrazol-3-yl]methanol CN1N=C(C2=CC=CC(=C12)N1N=C(C=C1C1=CC(=CC=C1)OCC(C)(C)C)CO)C